CC1(N(CCNC1=O)C(=O)C1=NN(C=2C3=C(CCC12)C=C(C(=C3)C=3C=C(C=NC3)C(=O)N)OC)C3=NC=CC=C3)C 5-[3-(2,2-dimethyl-3-oxo-piperazine-1-carbonyl)-7-methoxy-1-(2-pyridyl)-4,5-dihydrobenzo[g]indazol-8-yl]pyridine-3-carboxamide